(S)-6-(5-(((2-(7-fluoro-1-methyl-2-oxo-1,2-dihydroquinolin-8-yl)ethyl)amino)methyl)-2-oxooxazolidin-3-yl)-2H-pyrido[3,2-b][1,4]oxazin-3(4H)-one FC1=CC=C2C=CC(N(C2=C1CCNC[C@H]1CN(C(O1)=O)C=1C=CC=2OCC(NC2N1)=O)C)=O